FC(CN1C2=C(C=3C=CC=CC13)N=CN=C2)(F)F 5-(2,2,2-trifluoroethyl)pyrimido[5,4-b]indole